COC1=C(C=CC(=C1)OC=1C=C2C(=NC1)NN=C2)N2C(N(CC2=O)C=2C=NC=C(C2)C(F)(F)F)=O 3-[2-methoxy-4-(1H-pyrazolo[3,4-b]pyridin-5-yloxy)phenyl]-1-[5-(trifluoromethyl)-3-pyridinyl]-2,4-imidazolidinedione